3-[N-(9-phenylcarbazol-3-yl)N-phenylamino]-9-phenylcarbazole C1(=CC=CC=C1)N1C2=CC=CC=C2C=2C=C(C=CC12)N(C1=CC=CC=C1)C=1C=CC=2N(C3=CC=CC=C3C2C1)C1=CC=CC=C1